6-(pyrrolidin-1-yl)nicotinamide N1(CCCC1)C1=NC=C(C(=O)N)C=C1